[F-].C(CCC)[N+](CCCC)(CCCC)CCCC tetrabutylammonium fluoride